BrC1=C(C(=C(C(=C1F)F)Br)N)N 3,6-dibromo-4,5-difluoro-1,2-benzenediamine